methyl-3-(1-methylimidazol-4-yl)-4-[[6-(trifluoromethyl)-3-pyridyl]amino]benzenesulfonamide CC1=C(C=CC(=C1C=1N=CN(C1)C)NC=1C=NC(=CC1)C(F)(F)F)S(=O)(=O)N